C1(=CC=CC=2C3=CC=CC=C3C3=CC=CC=C3C12)C1=C(C=2NC3=CC=CC=C3C2C=C1)C1=CC=CC=2SC3=C(C21)C=CC=C3 (triphenylenyl)(dibenzothiophenyl)carbazole